S[Fe] Sulfydryl-iron